NC=1C=CC2=C(C3=CC=C(C=C3N=C2C1)N)OB(O)O (3,6-diaminoacridine-9-yl)boric acid